8-[(1R)-1-[(6-Chloro-2-methyl-3-pyridyl)amino]ethyl]-2-(5-fluoro-3-pyridyl)-3,6-dimethyl-chromen-4-one ClC1=CC=C(C(=N1)C)N[C@H](C)C=1C=C(C=C2C(C(=C(OC12)C=1C=NC=C(C1)F)C)=O)C